Triphenyl-monomethoxysilane C1(=CC=CC=C1)[Si](OC)(C1=CC=CC=C1)C1=CC=CC=C1